C(C=C)OC=1C=C(C=CC1)NC(=O)NC=1C=C2C=CC=NC2=CC1 1-(3-(Allyloxy)phenyl)-3-(6-quinolinyl)urea